tris(n-butoxy)allyltin C(CCC)OC(C=C(OCCCC)OCCCC)[Sn]